3-propenyl-1,2-dimethyloxypropane C(=CC)CC(COC)OC